BrC=1C(=NN(C1CC1=CC(=NN1)C)C)CC 5-((4-bromo-3-ethyl-1-methyl-1H-pyrazol-5-yl)methyl)-3-methyl-1H-pyrazol